tert-Butyl (2R,5S)-2-[methoxy(methyl)carbamoyl]-5-methyl-piperidine-1-carboxylate CON(C(=O)[C@@H]1N(C[C@H](CC1)C)C(=O)OC(C)(C)C)C